C1=CC=CC=2C3=CC=CC=C3C(C12)COC(=O)NC(C(=O)O)(C)O ((((9H-fluoren-9-yl)methoxy)carbonyl)amino)-2-hydroxypropionic acid